11,11-dibutoxy-3,5-undecadiene C(CCC)OC(CCCCC=CC=CCC)OCCCC